NC(C(=O)O)CC1=CC=C(C=C1)CCC=1N=NC(=NN1)C 2-amino-3-(4-(2-(6-methyl-1,2,4,5-tetrazin-3-yl)ethyl)phenyl)propanoic acid